S(=O)(=O)(ON1C2C=CCN(C1=O)C2)[O-] 7-oxo-1,6-diazabicyclo[3.2.1]oct-3-en-6-yl sulfate